Cl.FC1=C(C=CC=C1)S(=O)(=O)NC(=O)C=1OC2=C(C1)C=CC(=C2)CNC(=O)C2CNCC2 N-((2-(((2-fluorophenyl)sulfonyl)carbamoyl)benzofuran-6-yl)methyl)pyrrolidine-3-carboxamide hydrochloride